BrC1=CC=C(C=C1)NC(N(C=1SC=C(N1)C)C(C)CCO)=O 3-(4-bromophenyl)-1-(4-hydroxybutan-2-yl)-1-(4-methylthiazol-2-yl)urea